9-O-acetyl-8-O-methyl-N-acetylneuraminic acid C(C)(=O)OC[C@H]([C@H]([C@H]1[C@@H]([C@H](CC(C(O)=O)(O)O1)O)NC(C)=O)O)OC